8-(3-methoxytetrahydrofuran-3-yl)-2-methylpyrido[4,3-d]pyrimidin-7(6H)-one COC1(COCC1)C=1C(NC=C2C1N=C(N=C2)C)=O